(S)-N-(1-(2-(1-(4-((4-amino-6-butoxy-2-oxo-2,3-dihydro-1H-imidazo[4,5-c]pyridin-1-yl)methyl)benzyl)piperidin-4-yl)ethylamino)-6-(2-(aminooxy)acetamido)-1-oxohexan-2-yl)oleamide NC1=NC(=CC2=C1NC(N2CC2=CC=C(CN1CCC(CC1)CCNC([C@H](CCCCNC(CON)=O)NC(CCCCCCC\C=C/CCCCCCCC)=O)=O)C=C2)=O)OCCCC